3-bromo-5-nitrobenzene-1,2-diamine BrC1=C(C(=CC(=C1)[N+](=O)[O-])N)N